C(C)C1=NC2=CC=C(C=C2C(N1CC1CCN(CC1)C1=C(C=CC=C1)C=1N=NNN1)=O)N(C(=O)C=1SC=CC1)CC=1C=NC=CC1 N-[2-ethyl-4-oxo-3-[[1-[2-(2H-tetrazol-5-yl)phenyl]-4-piperidinyl]methyl]quinazolin-6-yl]-N-(3-pyridylmethyl)thiophene-2-carboxamide